1-N-[4-(6-carbamoyl-7-chloroquinolin-4-yl)-oxyphenyl]-1-N'-(4-fluorophenyl)cyclopropane-1,1-dicarboxamide C(N)(=O)C=1C=C2C(=CC=NC2=CC1Cl)OC1=CC=C(C=C1)NC(=O)C1(CC1)C(=O)NC1=CC=C(C=C1)F